N,N,N',N'-tetraoctylmalonamide C(CCCCCCC)N(C(CC(=O)N(CCCCCCCC)CCCCCCCC)=O)CCCCCCCC